4-(2,6-Dimethoxyphenyl)benzenesulfonic acid COC1=C(C(=CC=C1)OC)C1=CC=C(C=C1)S(=O)(=O)O